COC(CN1C(C2=CC=C(C=C2C(=N1)C(C)C)OC(F)F)=O)=O 2-(6-(difluoromethoxy)-4-isopropyl-1-oxophthalazin-2(1H)-yl)acetic acid methyl ester